7-fluoro-2H-indazole FC1=CC=CC2=CNN=C12